(5-Chloropyrimidin-2-yl)-6-deutero-2-azaspiro[3.3]heptane hydrobromide Br.ClC=1C=NC(=NC1)C1NCC12CC(C2)[2H]